CS(=O)(=O)C1=C(C(=O)N)C=C(C=C1)C=C 2-(methylsulfonyl)-5-vinylbenzamide